(2S)-2-((2S)-2-((((2-(3-chlorobenzyl)cyclopentyl)oxy)carbonyl)amino)-3-cyclohexylpropionamido)-3-((S)-2-oxopyrrolidin-3-yl)propanoic acid methyl ester COC([C@H](C[C@H]1C(NCC1)=O)NC([C@H](CC1CCCCC1)NC(=O)OC1C(CCC1)CC1=CC(=CC=C1)Cl)=O)=O